2,4-Benzoxazine N=1COC=C2C1C=CC=C2